CN1C(=NC=C1C1=CC(=C(C=C1)NC=1N=CC2=C(N1)C(=NC(=C2)C)N2CCC(CC2)(C)OC)OC)C N-(4-(1,2-dimethyl-1H-imidazol-5-yl)-2-methoxyphenyl)-8-(4-methoxy-4-methylpiperidin-1-yl)-6-methylpyrido[3,4-d]pyrimidin-2-amine